FCCOC[C@H]1N(C[C@@H](C1)OC1=CC=C(C=C1)C(F)(F)F)C1=NC=C(C(=O)OC)C=C1 methyl 6-((2S,4R)-2-((2-fluoroethoxy)methyl)-4-(4-(trifluoromethyl)phenoxy)pyrrolidin-1-yl)nicotinate